trityl-L-homocysteine C(C1=CC=CC=C1)(C1=CC=CC=C1)(C1=CC=CC=C1)N[C@@H](CCS)C(=O)O